NC=1C(=NC(=C(N1)C1=CC=C(C=C1)F)Cl)C(=O)NCC1=NC=CC=C1OC(F)F 3-amino-6-chloro-N-((3-(difluoromethoxy)pyridin-2-yl)methyl)-5-(4-fluorophenyl)pyrazine-2-carboxamide